P(=O)(OC(N)=O)([O-])[O-].[Li+].[Li+] di-lithium carbamoyl phosphate